C12(CC3CC(CC(C1)C3)C2)CNC(=O)C2=CC=C(N=N2)N2CCN(CC2)C(=O)O 4-[6-(1-adamantylmethylcarbamoyl)pyridazin-3-yl]Piperazine-1-carboxylic acid